N-[1-(2,3-dipalmitoyl-oleoyloxy)propyl]-N,N,N-trimethylammonium chloride [Cl-].C(CCCCCCCCCCCCCCC)(=O)C(C(=O)OC(CC)[N+](C)(C)C)C(CCCCC\C=C/CCCCCCCC)C(CCCCCCCCCCCCCCC)=O